CC1CC(OC=2CCCC(C12)=O)C=C 4-methyl-2-vinyl-2,3,4,6,7,8-hexahydro-5H-chromen-5-one